(4'-bromo-[1,1'-biphenyl]-4-yl)(methyl)sulfane BrC1=CC=C(C=C1)C1=CC=C(C=C1)SC